9-(2-(diisobutylamino)pyrimidin-5-yl)-6,7-dimethoxynaphtho[2,3-c]furan-1(3H)-one hydrochloride Cl.C(C(C)C)N(C1=NC=C(C=N1)C1=C2C=C(C(=CC2=CC2=C1C(OC2)=O)OC)OC)CC(C)C